2-(2,2-Difluorocyclopropyl)naphthalene FC1(C(C1)C1=CC2=CC=CC=C2C=C1)F